2-methoxyacetimidamide hydrochloride Cl.COCC(N)=N